7-Chloro-6-((2-methyl-4-(4-methylpiperazin-1-yl)phenyl)amino)chinolin-5,8-dion ClC1=C(C(C=2C=CC=NC2C1=O)=O)NC1=C(C=C(C=C1)N1CCN(CC1)C)C